ClC1=C(C=C(C=C1)NC(CC1=NC=C2C=CC(=NC2=C1)C1=NC(=CC=C1)N1C[C@@H](O[C@@H](C1)C)C)=O)S(=O)(=O)C N-(4-chloro-3-(methylsulfonyl)phenyl)-2-(2-(6-((cis)-2,6-dimethylmorpholino)pyridin-2-yl)-1,6-naphthyridin-7-yl)acetamide